N-((1H-benzo[d][1,2,3]triazol-7-yl)methyl-2-((1-methyl-1H-pyrazol-5-yl)amino)pyrimidin-4-yl)oxazole-2-carboxamide N1N=NC2=C1C(=CC=C2)CC=2C(=NC(=NC2)NC2=CC=NN2C)NC(=O)C=2OC=CN2